2-HYDROXY-4-METHOXY-6-METHYLBENZALDEHYDE OC1=C(C=O)C(=CC(=C1)OC)C